Cl.O1N=C(C2=C1C=CC=C2)C=CC2=C(OCCN(CC)CC)C=CC=C2 2-(2-(2-(1,2-Benzisoxazol-3-yl)vinyl)phenoxy)-N,N-diethylethanamine hydrochloride